1,5-anhydro-2,3-dideoxy-3-[(4-methyl-5-{[6-(1-methyl-1H-1,2,3-triazol-4-yl)pyridin-3-yl]methyl}-2,3-dihydro-1-benzofuran-7-carbonyl)amino]-L-threo-pentitol CC1=C(C=C(C2=C1CCO2)C(=O)N[C@H]2CCOC[C@@H]2O)CC=2C=NC(=CC2)C=2N=NN(C2)C